p-Quinquephenyl C1=CC=C(C=C1)C2=CC=C(C=C2)C3=CC=C(C=C3)C4=CC=C(C=C4)C5=CC=CC=C5